N-(methyl-d3)-4-((5-methyl-2-(trifluoromethyl)-4,5-dihydropyrazolo[1,5-a]quinoxalin-6-yl)amino)pyridazine-3-carboxamide C(NC(=O)C=1N=NC=CC1NC1=C2N(CC=3N(C2=CC=C1)N=C(C3)C(F)(F)F)C)([2H])([2H])[2H]